(R)-3-methoxy-2-(1-methylpropyl)-5-(2-methylpropyl)pyrazine COC=1C(=NC=C(N1)CC(C)C)[C@@H](CC)C